ClC1=CC(=C(COC2=NC=CC(=N2)N2N=C3C(=C2)CN(C3)CC3=NC2=C(N3CCOC)C=C(C=C2)C(=O)O)C=C1)F 2-((2-(2-((4-chloro-2-fluorobenzyl)oxy)pyrimidin-4-yl)-2,6-dihydropyrrolo[3,4-c]pyrazol-5(4H)-yl)methyl)-1-(2-methoxyethyl)-1H-benzo[d]imidazole-6-carboxylic acid